1-acetyl-3-(2-mercaptoethyl)thiourea C(C)(=O)NC(=S)NCCS